tert-butyl (S)-7-(4-fluorobenzyl)-2-methyl-6-(methylcarbamoyl)-2,3-dihydro-1H-pyrido[2,3-b][1,4]oxazine-1-carboxylate FC1=CC=C(CC2=CC3=C(OC[C@@H](N3C(=O)OC(C)(C)C)C)N=C2C(NC)=O)C=C1